N-(5-trimethoxysilylpentyl)aniline CO[Si](CCCCCNC1=CC=CC=C1)(OC)OC